[(1S)-1-[2-(1-ethyl-6-oxo-pyridazin-3-yl)-1,2,4-triazol-3-yl]ethyl]ammonium C(C)N1N=C(C=CC1=O)N1N=CN=C1[C@H](C)[NH3+]